C(\C=C(/C)\CCC=C(C)C)CC(=O)O.C(C)(=O)OCC=C(CCC=C(C)C)C 3,7-dimethylocta-2,6-dienyl acetate (geranyl acetate)